O=C1NC(CCC1N1C(C2=CC=CC(=C2C1)NCCOCCOCCN1CCC(CC1)NC(OC(C)(C)C)=O)=O)=O tert-butyl (1-(2-(2-(2-((2-(2,6-dioxopiperidin-3-yl)-1-oxoisoindolin-4-yl)amino) ethoxy)ethoxy)ethyl)piperidin-4-yl)carbamate